S1(OC[C@H]2N1C[C@@H]1CC[C@H]2N1C(=O)OC(C)(C)C)(=O)=O tert-butyl (3aS,4R,7S)-hexahydro-3H-4,7-epimino[1,2,3]oxathiazolo[3,4-a]azepine-10-carboxylate 1,1-dioxide